COC1=C2CCCN3C2=C(C=C1)NC3=O 7-methoxy-5,6-dihydro-4H-imidazo[4,5,1-ij]quinolin-2(1H)-one